2-formyl-3-t-butylcarbonyloxy-pyridin-4-one C(=O)C1=NC=CC(C1OC(=O)C(C)(C)C)=O